1-(2-((1R,3S,5R)-3-((6-bromopyridin-2-yl)carbamoyl)-2-azabicyclo[3.1.0]hex-2-yl)-2-oxoethyl)-1H-pyrrolo[2,3-b]pyridine-5-carboxylic acid BrC1=CC=CC(=N1)NC(=O)[C@H]1N([C@@H]2C[C@@H]2C1)C(CN1C=CC=2C1=NC=C(C2)C(=O)O)=O